N=1C=NN2C1C=C(C=C2)C2=CC=C(C=C2)CC(=O)NC=2C=NC(=CC2)OC(F)(F)F 2-[4-([1,2,4]Triazolo[1,5-a]pyridin-7-yl)phenyl]-N-[6-(trifluoromethoxy)pyridin-3-yl]acetamide